C1=CC=C(C(=C1)C(=O)O)C(=O)OCCCCCCCC(=O)O The molecule is a phthalic acid monoester resulting from the formal condensation of one of the carboxy groups of phthalic acid with the alcoholic hydroxy group of 8-hydroxyoctanoic acid. It derives from an 8-hydroxyoctanoic acid.